C(C1=CC=CC=C1)C(C#N)C(=O)N1CCC(CC1)(CN1C=NN2C(C1=O)=CC=C2)O 2-benzyl-3-(4-hydroxy-4-((4-oxopyrrolo[2,1-f][1,2,4]triazin-3(4H)-yl)methyl)piperidin-1-yl)-3-oxopropanenitrile